FC1([C@@H](CN(C1)C)NC1=NN2C(C(=N1)OC)=C(C=C2)C=2C=CC1=C(N(N=N1)CC(F)(F)F)C2)F (R)-N-(4,4-difluoro-1-methylpyrrolidin-3-yl)-4-methoxy-5-(1-(2,2,2-trifluoroethyl)-1H-benzo[d][1,2,3]triazol-6-yl)pyrrolo[2,1-f][1,2,4]triazin-2-amine